C(C1=CC=CC=C1)OC(CN(CC(=O)O)C(=O)[C@@H]1[C@H](N(C(C1)=O)C)C=1C=NC=CC1)=O N-(2-(Benzyloxy)-2-oxoethyl)-N-((2S,3S)-1-methyl-5-oxo-2-(pyridin-3-yl)pyrrolidine-3-carbonyl)glycine